N-[1-[5-[1-[4-[4-[(2,6-difluorophenyl)methyl]-5-oxo-1,2,4-triazol-1-yl]phenyl]ethyl]-4-methyl-thiazol-2-yl]-3-methyl-azetidin-3-yl]carbamic acid tert-butyl ester C(C)(C)(C)OC(NC1(CN(C1)C=1SC(=C(N1)C)C(C)C1=CC=C(C=C1)N1N=CN(C1=O)CC1=C(C=CC=C1F)F)C)=O